2,2'-dimethyl-1,1'-biphenyl-3,3'-diamine CC1=C(C=CC=C1N)C1=C(C(=CC=C1)N)C